CN(C1=CC=C(C=CC=2SC3=C(N2)C=CC=C3)C=C1)C 2-(4-dimethylaminostyryl)benzothiazole